2-(4-(6-(((1S,2S,3R,5R)-2-fluoro-1,5,9-trimethyl-9-azabicyclo[3.3.1]nonan-3-yl)(methyl)amino)pyridazin-3-yl)-3-hydroxyphenyl)-3-methylpyrimidin-4(3H)-one F[C@@H]1[C@@]2(CCC[C@](C[C@H]1N(C1=CC=C(N=N1)C1=C(C=C(C=C1)C1=NC=CC(N1C)=O)O)C)(N2C)C)C